FC1=CC(=C(C=C1)C1=CC(=CC=C1)C=1OC2=C(N1)C=C(C=C2C(F)(F)F)CNCC(C#N)(C)C)C2=NN=CN2C 3-(((2-(4'-fluoro-2'-(4-methyl-4H-1,2,4-triazol-3-yl)-[1,1'-biphenyl]-3-yl)-7-(trifluoromethyl)benzo[d]oxazol-5-yl)methyl)amino)-2,2-dimethylpropionitrile